[1-(oxan-2-yl)-3-(trifluoromethyl)-1H-pyrazol-5-yl]boronic acid O1C(CCCC1)N1N=C(C=C1B(O)O)C(F)(F)F